3-bromo-6-(2-cyclopropoxy-3,5-difluorobenzyl)-7,8-dihydro-1,6-naphthyridin-5(6H)-one BrC=1C=NC=2CCN(C(C2C1)=O)CC1=C(C(=CC(=C1)F)F)OC1CC1